COC(=O)C12CC(C1)(C2)C(NC2=CC(=C(C=C2)Br)F)=O 3-(4-bromo-3-fluoro-phenylcarbamoyl)-bicyclo[1.1.1]pentane-1-carboxylic acid methyl ester